FCC1(CC1)N1C(C(N(CC1)CC1=CC(=NO1)C1=CC=CC=C1)=O)=O 1-(1-(fluoromethyl)cyclopropyl)-4-((3-phenylisoxazol-5-yl)methyl)piperazine-2,3-dione